N1[C@@H](CCC1)C(=O)[C@@]1([C@@](O[C@@H]([C@H]1O)CO)(N1C=NC=2C(N)=NC=NC12)S(N)(=O)=O)O prolyl-sulfamoyladenosine